FC(C(=O)O)(F)F.OC1(CCNCC1)CN1C=NC2=C(C1=O)C=NN2C 5-((4-hydroxypiperidin-4-yl)methyl)-1-methyl-1H-pyrazolo[3,4-d]pyrimidin-4(5H)-one trifluoroacetic acid salt